O1C(=CC=C1)C1=NC=C(C(=N1)NC1=NC=NC2=CC(=C(C=C12)OC1CCN(CC1)C(C=C)=O)OC)OC 1-(4-((4-((2-(furan-2-yl)-5-methoxy-pyrimidin-4-yl)amino)-7-methoxy-quinazolin-6-yl)oxy)piperidin-1-yl)prop-2-en-1-one